5-((5-(5-(((1R,5S,7s)-9-(tert-butoxycarbonyl)-3-oxa-9-azabicyclo[3.3.1]nonan-7-yl)oxy)-2-methylpyridin-4-yl)pyrazolo[1,5-a]pyridin-2-yl)amino)pyrazine-2-carboxylic acid C(C)(C)(C)OC(=O)N1[C@H]2COC[C@@H]1CC(C2)OC=2C(=CC(=NC2)C)C2=CC=1N(C=C2)N=C(C1)NC=1N=CC(=NC1)C(=O)O